FC=1C=2N(C=CC1C)C(=CN2)C2=C1CNC(C1=C(C=C2)NC2=NC=C(C=C2)CN2CCOCC2)=O 4-(8-fluoro-7-methyl-imidazo[1,2-a]pyridin-3-yl)-7-[[5-(morpholino-methyl)-2-pyridyl]amino]isoindolin-1-one